2-(2-(3-fluoro-5-(trifluoromethyl)benzyl)pyridin-4-yl)-2,5,6,7-tetrahydro-4H-[1,2,3]triazolo[4,5-c]pyridin-4-one FC=1C=C(CC2=NC=CC(=C2)N2N=C3C(C(NCC3)=O)=N2)C=C(C1)C(F)(F)F